C(CCCCCCCCCCCCC)N1CC=CC=C1 1-N-tetradecylpyridine